CN1N=C(C(=C1)C1=NC=NC2=CC(=C(C=C12)C(C(=O)N)C)C1=NC=NC=C1)C1=CC=CC=C1 (4-(1-methyl-3-phenyl-1H-pyrazol-4-yl)-7-(pyrimidin-4-yl)quinazolin-6-yl)propionamide